C[Si](Cl)(C)C trimethyl-monochlorosilane